ClC=1C2=C(N=CN1)N(C=C2)[C@@H]2C[C@@H]([C@@H]1[C@H]2OC(O1)(C)C)CN(CCCNC([O-])=O)C1=C(NN=C1)Br N-[3-({[(3aR,4R,6R,6aS)-6-{4-chloropyrrolo[2,3-d]pyrimidin-7-yl}-2,2-dimethyl-tetrahydro-3aH-cyclopenta[d][1,3]dioxol-4-yl]methyl}(3-bromo-2H-pyrazol-4-yl)amino)propyl]carbamate